FC(C)(F)C1=NC(=CC(=N1)N1N=C(C=2C=NC(=CC21)NC(C)=O)N2C[C@](CC2)(C)N(C)C)CC (R)-N-(1-(2-(1,1-difluoroethyl)-6-ethylpyrimidin-4-yl)-3-(3-(dimethylamino)-3-methylpyrrolidin-1-yl)-1H-pyrazolo[4,3-C]pyridin-6-yl)acetamide